(2-(3-((4-(5-fluoro-2-methoxypyridin-4-yl)-3-((S)-1-methoxy-2,2-dimethylpropyl)benzyl)oxy)phenyl)propyl)(methyl)phosphinic acid FC=1C(=CC(=NC1)OC)C1=C(C=C(COC=2C=C(C=CC2)C(CP(O)(=O)C)C)C=C1)[C@H](C(C)(C)C)OC